(2R)-2-amino-N-(2-dimethylaminoethyl)propionamide dihydrochloride Cl.Cl.N[C@@H](C(=O)NCCN(C)C)C